C(C)C1=CC2=C(N=C(S2)NC(=O)C2C3C=CC(C2C(=O)O)C3)C=C1 2-[(6-ethyl-1,3-benzothiazol-2-yl)carbamoyl]bicyclo[2.2.1]hept-5-ene-3-carboxylic acid